ClC=1C=NC=C(C1C1=NOC(=C1COC12CCC(CC1)(CC2)COC2=NC1=CC=C(C=C1C(=C2)OC)C(=O)O)C2CC2)OC 2-((4-((3-(3-chloro-5-methoxypyridin-4-yl)-5-cyclopropylisoxazol-4-yl)methoxy)bicyclo[2.2.2]oct-1-yl)methoxy)-4-methoxyquinoline-6-carboxylic acid